N,N'-dicinnamylidene-1,6-hexamethylenediamine C1=CC=C(C=C1)/C=C/C=NCCCCCCN=C/C=C/C2=CC=CC=C2